3-(2-chlorophenyl)-2-fluoropropan-1-amine hydrochloride Cl.ClC1=C(C=CC=C1)CC(CN)F